FC(CN1C(=NC2=NC=C(C=C21)C2=CNC=1N=C(N=CC12)NC1CC(C1)(C(=O)N(C)C)C)C)F.[Al+].[Cu+2] copper aluminium (i) (1s,3s)-3-((5-(1-(2,2-difluoroethyl)-2-methyl-1H-imidazo[4,5-b]pyridin-6-yl)-7H-pyrrolo[2,3-d]pyrimidin-2-yl)amino)-N,N,1-trimethylcyclobutane-1-carboxamide